CN1C=CC2=CC=CC(=C12)C(=O)O 1-methyl-7-indolecarboxylic acid